3-formyl-6-hydroxypyridazine C(=O)C=1N=NC(=CC1)O